O1CCC2=C1C=CC(=C2)C2=C(C=CC=C2)C2=CC(=CC=C2)CC(=O)O 2-(2'-(2,3-Dihydrobenzofuran-5-yl)-[1,1'-biphenyl]-3-yl)acetic acid